5-(4-Chlorophenyl)-3-(3,5-dichloro-4-(4-chlorobenzoyl)benzyl)-3,6-dihydro-7H-[1,2,3]triazolo[4,5-d]pyrimidin-7-one ClC1=CC=C(C=C1)C=1NC(C2=C(N1)N(N=N2)CC2=CC(=C(C(=C2)Cl)C(C2=CC=C(C=C2)Cl)=O)Cl)=O